copper (i) trifluoromethansulfonate FC(S(=O)(=O)[O-])(F)F.[Cu+]